octyl N,N-dibutylcarbamate C(CCC)N(C(OCCCCCCCC)=O)CCCC